FC(CC(CC1=C(C=CC(=C1)OC)S(=O)(=O)N)C)(C)F (4,4-difluoro-2-methylpentyl)-4-methoxybenzenesulfonamide